C(C=C)(=O)N1C[C@@H](CCC1)N1C=C(C2=C1N=CN=C2N)C(=O)NC2=C(C(=C(C=C2)CC(=O)N(C)C)C)C (R)-7-(1-acryloylpiperidin-3-yl)-4-amino-N-(4-(2-(dimethylamino)-2-oxoethyl)-2,3-dimethylphenyl)-7H-pyrrolo[2,3-d]pyrimidine-5-carboxamide